5-amino-8-[2-(hydroxymethyl)-6-methyl-4-pyridinyl]-2-[(5-methyloxazol-4-yl)methyl]-7-phenyl-[1,2,4]triazolo[4,3-c]pyrimidin-3-one NC1=NC(=C(C=2N1C(N(N2)CC=2N=COC2C)=O)C2=CC(=NC(=C2)C)CO)C2=CC=CC=C2